4-amino-N-[3-[[2-(3-carbamimidoylphenyl)-1-(6-methoxy-1,3-benzothiazol-2-yl)ethyl]sulfamoyl]phenyl]butanamide NCCCC(=O)NC1=CC(=CC=C1)S(NC(CC1=CC(=CC=C1)C(N)=N)C=1SC2=C(N1)C=CC(=C2)OC)(=O)=O